CYCLodecane C1CCCCCCCCC1